7-benzyloxy-4-(3,4-difluorophenyl)-2-oxido-3-tetrahydropyran-4-yl-isoquinolin-2-ium C(C1=CC=CC=C1)OC1=CC=C2C(=C([N+](=CC2=C1)[O-])C1CCOCC1)C1=CC(=C(C=C1)F)F